3-(3-phthalimidooxycarbonyl-1-bicyclo[1.1.1]pentanyl)azetidine-1-carboxylic Acid Tert-Butyl Ester C(C)(C)(C)OC(=O)N1CC(C1)C12CC(C1)(C2)C(=O)ON2C(C=1C(C2=O)=CC=CC1)=O